6-fluoro-2-methyl-1-({5-[5-(trifluoromethyl)-1,2,4-oxadiazol-3-yl]pyridin-2-yl}methyl)-1H-benzimidazole FC=1C=CC2=C(N(C(=N2)C)CC2=NC=C(C=C2)C2=NOC(=N2)C(F)(F)F)C1